4-[4-(2-methylpropanoyl)piperazin-1-yl]-1-{[2-(trimethylsilyl)ethoxy]methyl}indazole-6-sulfonyl fluoride CC(C(=O)N1CCN(CC1)C1=C2C=NN(C2=CC(=C1)S(=O)(=O)F)COCC[Si](C)(C)C)C